N-phenyl-1H-benzo[d]imidazol-2-amine C1(=CC=CC=C1)NC1=NC2=C(N1)C=CC=C2